(2S)-2-({5-[(1S)-1-[(5-chloro-2-methylpyridin-3-yl)amino]ethyl]thiophen-2-yl}formamido)-3-cyclohexyl-N-[(1r,3r)-3-fluorocyclobutyl]propanamide ClC=1C=C(C(=NC1)C)N[C@@H](C)C1=CC=C(S1)C(=O)N[C@H](C(=O)NC1CC(C1)F)CC1CCCCC1